(S)-2-((7-(2-((2-fluoro-4-methylbenzyl)oxy)pyrimidin-4-yl)-5-fluoro-2,3-dihydrobenzofuran-4-yl)methyl)-4-methoxy-1-(oxetan-2-ylmethyl)-1H-benzo[d]imidazole-6-carboxylic acid FC1=C(COC2=NC=CC(=N2)C2=CC(=C(C=3CCOC32)CC3=NC2=C(N3C[C@H]3OCC3)C=C(C=C2OC)C(=O)O)F)C=CC(=C1)C